3-(6-amino-8-((6-(5-methylfuran-2-yl)benzo[d][1,3]dioxol-5-yl)thio)-9H-purin-9-yl)propanamide NC1=C2N=C(N(C2=NC=N1)CCC(=O)N)SC1=CC2=C(OCO2)C=C1C=1OC(=CC1)C